C(C)OC=1C=C(C=CC1OC)[C@@H](CC(=O)OC)N1C(C2=CC=CC(=C2C1=O)[N+](=O)[O-])=O Methyl (R)-3-(3-ethoxy-4-methoxyphenyl)-3-(4-nitro-1,3-dioxoisoindoline-2-yl)propionate